5-[2-chloro-3-fluoro-4-(fluoromethoxy)phenyl]-N-[3-chloro-4-[4-[2-(4-hydroxy-4-piperidyl)acetyl]piperazine-1-carbonyl]phenyl]-1-methyl-imidazole-2-carboxamide formate C(=O)O.ClC1=C(C=CC(=C1F)OCF)C1=CN=C(N1C)C(=O)NC1=CC(=C(C=C1)C(=O)N1CCN(CC1)C(CC1(CCNCC1)O)=O)Cl